4-(4-nitrophenoxy)aniline [N+](=O)([O-])C1=CC=C(OC2=CC=C(N)C=C2)C=C1